(E)-4-ethoxy-4-oxo-but-2-enoic acid C(C)OC(/C=C/C(=O)O)=O